COC=1C=C(C(=O)O)C=C(C1)OC(F)(F)F 3-methoxy-5-(trifluoromethoxy)benzoic acid